NCCNC(=O)C1=CC=C(CSC(C2=CC(=CC=C2)CN)=O)C=C1 3-(aminomethyl)thiobenzoic acid S-(4-((2-aminoethyl) carbamoyl) benzyl) ester